5-(4-cyanophenyl)-N-(3-methoxyphenyl)-[1,2,4]triazolo[1,5-a]pyridine-7-carboxamide C(#N)C1=CC=C(C=C1)C1=CC(=CC=2N1N=CN2)C(=O)NC2=CC(=CC=C2)OC